BrC1=C(C=CC=C1)OC(C)C bromoisopropoxybenzene